N(=C=O)[Si](CCSC(C(SCC[Si](N=C=O)(N=C=O)N=C=O)(F)F)(F)F)(N=C=O)N=C=O 1,2-bis(2-triisocyanatosilylethylthio)tetrafluoroethane